C(C)(C)(C)OC(=O)C1=CN=C(N1C)CN1C[C@H](CC1)N1C(N(C=2C1=NC=CC2)C2=CC=C(C=C2)O)=O (S)-2-((3-(1-(4-hydroxyphenyl)-2-oxo-1,2-dihydro-3H-imidazo[4,5-b]pyridin-3-yl)pyrrolidin-1-yl)methyl)-1-methyl-1H-imidazole-5-carboxylic acid tert-butyl ester